Cl[Si]1(C[SiH](C1)Cl)CC 1,3-dichloro-1-ethyl-1,3-disilacyclobutane